S(=O)(=O)(OCC[18F])C1=CC=C(C)C=C1 [18F]Fluoroethyl Tosylate